C(=C)C=1C=C(C=CC1)CCC1=CC(=CC=C1)C=C 1,2-bis(3-vinylphenyl)ethane